3-Vinyl-Benzoic Acid C(=C)C=1C=C(C(=O)O)C=CC1